tert-butyl (S)-4-(1-aminoethyl)-4-hydroxypiperidine-1-carboxylate N[C@@H](C)C1(CCN(CC1)C(=O)OC(C)(C)C)O